C[SiH](N[Si](C)(C)C)N[Si](C)(C)C 1-methyl-N,N'-bis(trimethylsilyl)silanediamine